OC1=NC=CC=C1C1OC2=CC=CC=C2CC1 Cis-2-(2-hydroxypyridin-3-yl)chromane